N4-(1H-indazol-6-yl)-5-methyl-N2-(4-morpholinophenyl)-pyrimidine-2,4-diamine N1N=CC2=CC=C(C=C12)NC1=NC(=NC=C1C)NC1=CC=C(C=C1)N1CCOCC1